(Z)-2,2-dimethyl-4-(non-3-en-1-yl)octadecan-1-ol CC(CO)(CC(CCCCCCCCCCCCCC)CC\C=C/CCCCC)C